FC(C1=CC=C(C=C1)C1=NOC(=N1)N1CCN(CC1)C(=O)OC(C)(C)C)F tert-butyl 4-(3-(4-(difluoromethyl)phenyl)-1,2,4-oxadiazol-5-yl)piperazine-1-carboxylate